OCCOC1=C(C(=C(C2=CC=CC=C12)C1=CC(=CC2=CC=CC=C12)C1=CC2=CC=CC=C2C=C1)OCCO)C1=CC2=CC=CC=C2C=C1 bis(2-hydroxyethoxy)-3,3'-bis-2-naphthyl-1,1'-binaphthyl